CC(CCCC(CCCCCCCCCC)O)O hexadecane-2,6-diol